ClC1=CC(=C(OCC=2C(=NC=CC2)OC2CCNCC2)C=C1)F 3-((4-Chloro-2-fluorophenoxy)methyl)-2-(piperidin-4-oxy)-pyridine